C(C)NCC(=O)NC12CCC(CC1)(CC2)CN2N=C(C=1CN(CCC12)C=1C2=C(N=C(N1)C)C(=NN2C)C)C 2-(ethylamino)-N-(4-((3-methyl-5-(1,3,5-trimethyl-1H-pyrazolo[4,3-d]pyrimidin-7-yl)-4,5,6,7-tetrahydro-1H-pyrazolo[4,3-c]pyridin-1-yl)methyl)bicyclo[2.2.2]oct-1-yl)acetamide